cis-N1-(5-(3-ethylimidazo[1,2-a]pyrimidin-6-yl)pyrrolo[2,1-f][1,2,4]triazin-2-yl)-N3-methylcyclobutane-1,3-diamine C(C)C1=CN=C2N1C=C(C=N2)C=2C=CN1N=C(N=CC12)N[C@@H]1C[C@@H](C1)NC